C(C)(C)(C)C1OC1 2-(tertbutyl)oxirane